N,N'-(pentacyclo[4.2.0.02,5.03,8.04,7]octane-1,4-diyl)bis[2-(4-chlorophenoxy)acetamide] C12(C3C4C5(C3C2C5C41)NC(COC4=CC=C(C=C4)Cl)=O)NC(COC4=CC=C(C=C4)Cl)=O